FC1=C(CC2=CC(=NO2)C(=O)NCCC2=CNC3=CC=C(C=C23)F)C=CC=C1F 5-(2,3-difluorobenzyl)-N-(2-(5-fluoro-1H-indol-3-yl)ethyl)isoxazole-3-carboxamide